(3-(4-(isopropylamino)-6-phenyl-1,3,5-triazin-2-ylamino)phenyl)acetonitrile C(C)(C)NC1=NC(=NC(=N1)C1=CC=CC=C1)NC=1C=C(C=CC1)CC#N